endo-8-[7-(3,4-dichloro-1H-indazol-5-yl)-5H-pyrrolo[2,3-b]pyrazin-3-yl]-8-azabicyclo[3.2.1]octan-3-amine ClC1=NNC2=CC=C(C(=C12)Cl)C1=CNC2=NC(=CN=C21)N2C1CC(CC2CC1)N